Naphtho[1,2-d]thiazol-2(1H)-thione N1C(SC2=C1C1=CC=CC=C1C=C2)=S